allyloxyhydroxylamine C(C=C)ONO